The molecule is a flavonoid oxoanion resulting from the deprotonation of the hydroxy groups at positions 5 and 7 of the flavonoid moiety of quercetin 3-O-[(6-O-caffeoyl-beta-D-glucosyl)-(1->2)-beta-D-glucoside]. Identified in Fig. S20, peak 1 It is a conjugate base of a quercetin 3-O-[(6-O-caffeoyl-beta-D-glucosyl)-(1->2)-beta-D-glucoside]. C1=CC(=C(C=C1/C=C/C(=O)OC[C@@H]2[C@H]([C@@H]([C@H]([C@@H](O2)O[C@@H]3[C@H]([C@@H]([C@H](O[C@H]3OC4=C(OC5=CC(=CC(=C5C4=O)[O-])O)C6=CC(=C(C=C6)[O-])O)CO)O)O)O)O)O)O)O